N[C@@H]1C2=CC=CC=C2CC12CCN(CC2)C=2NC(C1=C(N2)NN=C1C(=C)C=1C=C2C(=NNC2=CC1)C)=O (S)-6-(1-amino-1,3-dihydro-spiro[inden-2,4'-piperidin]-1'-yl)-3-(1-(3-methyl-1H-indazol-5-yl)vinyl)-1H-pyrazolo[3,4-d]pyrimidin-4(5H)-one